C(C)(C)(C)OC(=O)[C@H]1CN(CC1)C1=CC(=C(C(=C1)F)C1C(NC(CC1)=O)=O)F (3R)-1-(4-(2,6-dioxopiperidin-3-yl)-3,5-difluorophenyl)pyrrolidine-3-carboxylic acid tert-butyl ester